[Cl-].C(CCCCCCCCCCCCC)[N+](C)(C)C tetradecyltrimethyl-ammonium chloride